C1=C(C=CC2=CC(=CC=C12)C=O)C=O naphthalene-2,6-dicarboxaldehyde